diethyleneglycol (3-mercaptopropionate) SCCC(=O)OCCOCCO